C(C)OC=1C=C(C=C(C1C)OCC)C(C)N(C(=O)NC1(CC2=CC=CC=C2C1)C(=O)OC)CCCCC1=CC=CC=C1 methyl 2-({[1-(3,5-diethoxy-4-methylphenyl)ethyl](4-phenylbutyl) carbamoyl}amino)-2,3-dihydro-1H-indene-2-carboxylate